5-methyl-2,4-dioxypyrimidine CC1=CNC(=O)NC1=O